N-[(6-Amino-2-pyridyl)sulfonyl]-6-[6-[isobutyl(methyl)amino]-2-methyl-3-pyridyl]-2-(2,2,4-trimethylpyrrolidin-1-yl)pyridin-3-carboxamid NC1=CC=CC(=N1)S(=O)(=O)NC(=O)C=1C(=NC(=CC1)C=1C(=NC(=CC1)N(C)CC(C)C)C)N1C(CC(C1)C)(C)C